2-(2-chlorophenyl)-N-{3-[(2,4-dimethoxybenzyl)sulfamoyl]-4-(2H-pyrazolo[4,3-b]pyridin-2-yl)phenyl}acetamide ClC1=C(C=CC=C1)CC(=O)NC1=CC(=C(C=C1)N1N=C2C(N=CC=C2)=C1)S(NCC1=C(C=C(C=C1)OC)OC)(=O)=O